C(C)OC(CCC(=O)C1=NC(=CC(=C1O)Br)CC1=C(C=C(C=C1Cl)OC(F)(F)F)Cl)=O 4-[4-Bromo-6-(2,6-dichloro-4-trifluoromethoxy-benzyl)-3-hydroxy-pyridin-2-yl]-4-oxo-butyric acid ethyl ester